NC1=NC2=C(N1CCCCCNC(OC(C)(C)C)=O)C=C(C=C2)CO tert-butyl (5-(2-amino-6-(hydroxymethyl)-1H-benzo[d]imidazol-1-yl)pentyl)carbamate